C(=O)O.FC(C1=CC(=NC=C1)C(=O)N)(F)F 4-(trifluoromethyl)picolinamide formate salt